C(C1=CC=CC=C1)OC1=C(C(=C(C=O)C=C1F)F)F 4-benzyloxy-2,3,5-trifluorobenzaldehyde